di-phenyl-amide C1(=CC=CC=C1)[N-]C1=CC=CC=C1